4-((2,5-dimethyl-4,5-dihydro-2H-pyrazolo[4,3-c]quinolin-6-yl)amino)-N-(methyl-d3)pyridazine-3-carboxamide CN1N=C2C(CN(C=3C(=CC=CC23)NC2=C(N=NC=C2)C(=O)NC([2H])([2H])[2H])C)=C1